N-acetylthreonine C(C)(=O)N[C@@H]([C@H](O)C)C(=O)O